ClC=1C=CC(=C(C1)NC1=CC2=C(C=N1)N(C(N2C2CCCC2)=O)C)C 6-((5-chloro-2-methylphenyl)amino)-1-cyclopentyl-3-methyl-1,3-dihydro-2H-imidazo[4,5-c]pyridin-2-one